C1(CCCC1)C(=O)NCCCCC(=O)O 5-(cyclopentylformamido)pentanoic acid